C1(CC1)S(=O)(=O)N1C[C@H]([C@@H](CC1)NC1=NN2C(C=N1)=C(C=C2C2=C(C=C(C=C2F)F)F)F)O (3R,4R)-1-(cyclopropanesulfonyl)-4-{[5-fluoro-7-(2,4,6-trifluorophenyl)pyrrolo[2,1-f][1,2,4]triazin-2-yl]amino}piperidin-3-ol